BrC=1C=C(C=CC1)C1=NC=2C(=NC=C(C2)C(=C)C)N1 (3-bromophenyl)-6-(prop-1-en-2-yl)-3H-imidazo[4,5-b]pyridine